O.N1C(NCC1)=O.N1C(NCC1)=O 2-Imidazolidinone hemihydrate